BrC1=CC=C(C=N1)C(C(=O)O)C1CC1 2-(6-bromopyridin-3-yl)-2-cyclopropylacetic acid